N,N-bis-(2-hydroxyethyl)aniline trans-4-((3-(2-Isopropyloxazol-4-yl)phenyl)((trans-4-(5-methoxy-6-methylpyridin-2-yl)cyclohexyl)methyl)carbamoyl)cyclohexyl-methylcarbamate C(C)(C)C=1OC=C(N1)C=1C=C(C=CC1)N(C(=O)[C@@H]1CC[C@H](CC1)N(C(O)=O)C)C[C@@H]1CC[C@H](CC1)C1=NC(=C(C=C1)OC)C.OCCN(C1=CC=CC=C1)CCO